6-(ethylamino)hexane-1,2,3,4,5-pentaol C(C)NCC(C(C(C(CO)O)O)O)O